FC1=C(C(=O)OC)C=CC(=C1)C=1N=NN(C1)C methyl 2-fluoro-4-(1-methyl-1H-1,2,3-triazol-4-yl)benzoate